silver pelargonate C(CCCCCCCC)(=O)[O-].[Ag+]